N[C@H](C(=O)O)CCOC (S)-2-AMINO-4-METHOXYBUTYRIC ACID